BrC=1C=C(C=CC1OC=1C=NC=CC1)N1C(N(CC1=O)C=1C=NC=C(C1)C(F)(F)F)=O 3-[3-bromo-4-(3-pyridinyloxy)phenyl]-1-[5-(trifluoromethyl)-3-pyridinyl]-2,4-imidazolidinedione